(R)-4-((1-(3-(difluoromethyl)-2-fluorophenyl) ethyl) amino)-6-(1-(fluoromethyl) cyclopropyl)-2-methyl-7-oxo-6,7-dihydropyrido[4,3-d]pyrimidin-8-yl 4-methylpiperazine-1-carboxylate CN1CCN(CC1)C(=O)OC=1C(N(C=C2C1N=C(N=C2N[C@H](C)C2=C(C(=CC=C2)C(F)F)F)C)C2(CC2)CF)=O